N=1OC(=C2C1C=CC=C2)C(=O)[O-] benzo[c]isoxazole-3-carboxylate